9-aza-3-ethyl-3-acetoxymethyl-9-acetyl-8,8,10,10-tetramethyl-1,5-dioxaspiro[5.5]undecane C(C)C1(COC2(OC1)CC(N(C(C2)(C)C)C(C)=O)(C)C)COC(C)=O